C(C)N(CC)CC1=CC=C(NC2=NC3=CC=C(C=C3C(N2C2=CC=CC=C2)=O)F)C=C1 2-{4-[(diethylamino)methyl]anilino}-6-fluoro-3-phenylquinazolin-4(3H)-one